n-undecyl (S)-6-(2-hydroxy-3-((2-hydroxyethyl)(methyl)amino)propyl)hexanoate O[C@@H](CCCCCCC(=O)OCCCCCCCCCCC)CN(C)CCO